NC=1C=C(C=C(C1)F)B(O)O (3-amino-5-fluoro-phenyl)boronic acid